N-{5-[6-(5-chloro-2-fluorophenyl)-2H,3H,4H-pyrido[3,2-b][1,4]oxazin-8-yl]pyridin-3-yl}-3-[(2-hydroxyethyl)(methyl)amino]propenamide ClC=1C=CC(=C(C1)C=1C=C(C=2OCCNC2N1)C=1C=C(C=NC1)NC(C=CN(C)CCO)=O)F